NC1=CC=C(C(=C1C(=O)N(C)C)F)C=1C=C2C(=NC1)NC=C2\C=C\C(=O)N (E)-6-amino-3-(3-(3-amino-3-oxoprop-1-en-1-yl)-1H-pyrrolo[2,3-b]pyridin-5-yl)-2-fluoro-N,N-dimethylbenzamide